C1=CC=CC=2C3=CC=CC=C3N(C12)C=1C=C(C=CC1)C1=CC=CC=2N(C3=CC=CC=C3C12)C=C 4-(3-(9H-carbazole-9-yl)phenyl)-9-vinyl-9H-carbazole